N[C@H]1CN(C[C@@H](C1)O)C1=NC2=C(N1C)C=CC(=C2)C2N(CCCC2)C(=O)OC(C)(C)C tert-Butyl 2-(2-((3R,5R)-3-amino-5-hydroxypiperidin-1-yl)-1-methyl-1H-benzo[d]imidazol-5-yl)piperidine-1-carboxylate